tert-butyl 3-((3-chloro-5-(3-(2-(2,6-dioxopiperidin-3-yl)-3-oxoisoindolin-5-yl)propanamido)-2-methylphenoxy)methyl)pyrrolidine-1-carboxylate ClC=1C(=C(OCC2CN(CC2)C(=O)OC(C)(C)C)C=C(C1)NC(CCC=1C=C2C(N(CC2=CC1)C1C(NC(CC1)=O)=O)=O)=O)C